FC=1C(=CC(=C(C(=O)NC2=C(C=CC=C2)C)C1)O[C@H](C(F)(F)F)C)N1N=C(N(C1=O)C)C(C)O 5-fluoro-4-{3-[1-hydroxyethyl]-4-methyl-5-oxo-4,5-dihydro-1H-1,2,4-triazol-1-yl}-N-(2-methylphenyl)-2-{[(2S)-1,1,1-trifluoropropan-2-yl]oxy}benzamide